4-oxo-4-piperidin-1-ylbutanoate O=C(CCC(=O)[O-])N1CCCCC1